allyl-[1,3-bis(2,4,6-trimethylphenyl)imidazol-2-ylidene]palladium chloride C(C=C)[Pd](=C1N(C=CN1C1=C(C=C(C=C1C)C)C)C1=C(C=C(C=C1C)C)C)Cl